ClC1=C(C=C(C=C1NC1=NC=2N(C(=N1)N(CC1=CC=C(C=C1)OC)C1CC1)N=CC2C#N)C#N)N2[C@H]1CN([C@@H](C2)C1)C(=O)OC(C)(C)C tert-butyl (1R,4R)-5-(2-chloro-5-cyano-3-((8-cyano-4-(cyclopropyl(4-methoxybenzyl)amino) pyrazolo[1,5-a][1,3,5]triazin-2-yl)amino)phenyl)-2,5-diazabicyclo[2.2.1]heptane-2-carboxylate